Hydroxypropyl methacrylate 6-hydroxyhexyl-acrylate OCCCCCCOC(C=C)=O.C(C(=C)C)(=O)OCCCO